C(#N)C=1C=NN(C1)C[C@H](C(=O)OC(C)C)O propan-2-yl (2R)-3-(4-cyano-1H-pyrazol-1-yl)-2-hydroxypropionate